CC1([C@H]2CNC([C@@H]12)C(=O)O)C (1r,5s)-6,6-dimethyl-3-azabicyclo[3.1.0]hexane-2-carboxylic acid